FC(OC1=CC(=NN1C)C(F)(F)F)F 5-difluoromethoxy-1-methyl-3-(trifluoromethyl)-1H-pyrazole